COC1=C(C=CC=C1)C1CCCC=2N=C3N(C=C(C=C3)C=3C=NC(=NC3)N3CCOCC3)C21 4-(5-(9-(2-methoxyphenyl)-6,7,8,9-tetrahydrobenzo[4,5]imidazo[1,2-a]pyridin-2-yl)pyrimidin-2-yl)morpholine